C(C)(C)(C)C=1C=C(C=C(C1)C(C)(C)C)S(=O)(=O)[O-].[K+] Potassium 3,5-di-tert-butylbenzenesulfonate